2-METHOXY-3-(TRIFLUOROMETHYL)PHENYLBORONIC ACID COC1=C(C=CC=C1C(F)(F)F)B(O)O